CC1CC(=O)OCCC1 β-methyl-ε-caprolactone